ClC1=C2C(=C3C4=C(C=NC3=C1)CN([C@H]4C)C(COC)=O)OC[C@@H](O2)CO 1-((3S,11S)-5-chloro-3-(hydroxymethyl)-11-methyl-2,3,9,11-tetrahydro-10H-[1,4]dioxino[2,3-f]pyrrolo[3,4-c]quinolin-10-yl)-2-methoxyethan-1-one